OC1([C@@H](CCC1)NC(OC(C)(C)C)=O)C tert-Butyl ((1R)-2-hydroxy-2-methylcyclopentyl)carbamate